C1(CC1)S(=O)(=O)N1C=CC=C1 1-(cyclopropylsulfonyl)pyrrole